4-(2-(7,8-dimethyl-[1,2,4]triazolo[1,5-a]pyridin-6-yl)-4-fluoro-3-isopropyl-1H-pyrrolo[2,3-c]pyridin-5-yl)-N-isopropylcyclohexan-1-amine CC1=C(C=2N(C=C1C1=C(C=3C(=CN=C(C3F)C3CCC(CC3)NC(C)C)N1)C(C)C)N=CN2)C